2-methyl-4-oxo-3,4-dihydro-quinazolin CC1=NC2=CC=CC=C2C(N1)=O